cesium(1+) fluoride [F-].[Cs+]